4-((2-fluorophenyl)ethynyl)-N-((4-methoxytetrahydro-2H-pyran-4-yl)methyl)benzamide FC1=C(C=CC=C1)C#CC1=CC=C(C(=O)NCC2(CCOCC2)OC)C=C1